6,6-Dimethyl-8-(4-methylpiperazin-1-yl)-11-oxo-3-((trimethylsilyl)ethynyl)-6,11-dihydro-5H-Benzo[b]carbazole-9-carbonitrile CC1(C2=C(C(C=3C4=CC=C(C=C4NC13)C#C[Si](C)(C)C)=O)C=C(C(=C2)N2CCN(CC2)C)C#N)C